C12(CC(C1)C2)NS(=O)(=O)C2=CC(=CC=C2)C(=O)N2CC1(C3=CC(=CC=C23)NS(=O)(=O)C)CCC(CC1)C(F)F N-(bicyclo[1.1.1]pentan-1-yl)-3-((1s,4s)-4-(difluoromethyl)-5'-(methylsulfonamido)spiro[cyclohexane-1,3'-indoline]-1'-carbonyl)benzenesulfonamide